C(C1=CC=CC=C1)(C1=CC=CC=C1)C1=C(N(C(C2=CC=CC=C2)C2=CC=CC=C2)C(C2=CC=CC=C2)C2=CC=CC=C2)C=CC=C1 tribenzhydrylaniline